4'-((8-(ethylamino)-1,3-dimethyl-2,6-dioxo-1,2,3,6-tetrahydro-7H-purin-7-yl)methyl)-[1,1'-biphenyl]-4-carbonitrile C(C)NC1=NC=2N(C(N(C(C2N1CC1=CC=C(C=C1)C1=CC=C(C=C1)C#N)=O)C)=O)C